C1CC12NC[C@H](CC2)NC2=NC=C(C(=N2)C2=CNC=1C(N(C=CC12)C)=O)C(F)(F)F 3-(2-{[(6S)-4-azaspiro[2.5]octan-6-yl]amino}-5-(trifluoromethyl)pyrimidin-4-yl)-6-methyl-1H,6H,7H-pyrrolo[2,3-c]pyridin-7-one